C1(C=CC=C1)[Ti](C1=C(C(=CC=C1F)N1C=CC=C1)F)(C1=C(C(=CC=C1F)N1C=CC=C1)F)C1C=CC=C1 bis(cyclopentadienyl)-bis[2,6-difluoro-3-(pyrrol-1-yl)-phenyl]titanium